NCC1(CCCCCCC1)O 1-(aminomethyl)cyclooctanol